2,5-Diphenylthiophene C1(=CC=CC=C1)C=1SC(=CC1)C1=CC=CC=C1